Ethyl 2-((1H-pyrrolo[2,3-b]pyridin-5-yl) oxy)-4-fluorobenzoate N1C=CC=2C1=NC=C(C2)OC2=C(C(=O)OCC)C=CC(=C2)F